C(C)(=O)N1CCC(CC1)C=1N=C2N(C=CC(=C2)C)C1C[C@H]1CN(CCO1)C(=O)OC methyl (S)-2-((2-(1-acetylpiperidin-4-yl)-7-methylimidazo[1,2-a]pyridin-3-yl)methyl)morpholine-4-carboxylate